6-chloro-N-ethyl-4-(3-((4-methyl-4H-1,2,4-triazol-3-yl)methyl)oxetan-3-yl)pyridin-2-amine ClC1=CC(=CC(=N1)NCC)C1(COC1)CC1=NN=CN1C